N1CCNC(CC1)=O 2,3,6,7-Tetrahydro-(1H)-1,4-diazepin-5(4H)-one